butyl perdeuteroacetate [2H]C(C(=O)OCCCC)([2H])[2H]